C(C)(C)(C)C=1C=C(C=CC1)NCC(CC=1NC(NC1)=S)O 4-[3-(3-tert-Butylphenylamino)-2-hydroxypropyl]-1,3-dihydroimidazole-2-thione